S(=O)(=O)(O)O.NNC(=N)NN 1,3-diaminoguanidine sulfate